CC(C)(CCC(=O)O)C(=O)O The molecule is an alpha,omega-dicarboxylic acid that is pentanedioic acid with two methyl groups substituted at position C-2. It has a role as a metabolite.